C(CCCCCCCCC(C)C)[Ti](S(=O)(=O)C1=CC=CC=C1)(CCCCCCCCCC(C)C)CCCCCCCCCC(C)C triisododecyl-benzenesulfonyl-titanium